ClC1=C(C(=O)N(C)C=2C(=C(C(=CC2)F)N(C(OC(C)(C)C)=O)C)F)C=C(C=C1)NC(=O)[C@@H]1C([C@H]1C1=CC(=C(C=C1)Cl)Cl)(Cl)Cl trans-tert-Butyl (3-(2-chloro-5-(2,2-dichloro-3-(3,4-dichlorophenyl)cyclopropane-1-carboxamido)-N-methylbenzamido)-2,6-difluorophenyl)(methyl)carbamate